C(#N)C1=C2C(N(CC2=CC=C1C(=O)O)C1C(NC(CC1)=O)=O)=O 4-cyano-2-(2,6-dioxopiperidin-3-yl)-3-oxoisoindoline-5-carboxylic acid